FC=1C(=CC2=C(OC3(CC3)C(N2CC(=O)OC)=O)C1)C1=C(C(=C(C(=C1F)F)F)F)F methyl 2-(7-fluoro-3-oxo-6-(perfluorophenyl)spiro[benzo[b][1,4]oxazine-2,1'-cyclopropan]-4(3H)-yl)acetate